tert-Butyl (4-(4,5-dimethoxy-2-(4-oxo-4H-chromene-2-carboxamido)benzamido) phenethyl)carbamate COC1=CC(=C(C(=O)NC2=CC=C(CCNC(OC(C)(C)C)=O)C=C2)C=C1OC)NC(=O)C=1OC2=CC=CC=C2C(C1)=O